BrC=1C=NN2C1N=C(N=C2NCC2=NN=C(N2)C2=CC(=CC=C2)F)S(=O)(=O)C 8-bromo-N-{[5-(3-fluorophenyl)-4H-1,2,4-triazol-3-yl]methyl}-2-(methanesulfonyl)pyrazolo[1,5-a][1,3,5]triazin-4-amine